NC=1C(NC2=CC(=C(N=C2C1C1=C2C=NNC2=C(C=C1)F)C1CCN(CC1)C)C)=O 3-Amino-4-(7-fluoro-1H-indazol-4-yl)-7-methyl-6-(1-methyl-4-piperidyl)-1H-1,5-naphthyridin-2-one